C(C)(C)(C)[Si](OCC=1C(NC(NN1)=O)=O)(C)C 6-[[tert-butyl-(dimethyl)silyl]oxymethyl]-2H-1,2,4-triazine-3,5-dione